FC1=CC=2C(C=C(OC2C2=C1NC(=N2)C(F)(F)F)C2CNCC2)=O 4-fluoro-8-(pyrrolidin-3-yl)-2-(trifluoromethyl)chromeno[7,8-d]imidazol-6(3H)-one